C=C1[C@@H]2[C@H](N[C@H](C1)CC2)C(=O)N2CC1(C2)CN(C1)C1=C2C(=NC=C1C(F)(F)F)SC(=C2)CC(F)(F)F [(1S,3S,4R)-5-methylidene-2-azabicyclo[2.2.2]octan-3-yl]-{6-[2-(2,2,2-trifluoroethyl)-5-(trifluoromethyl)thieno[2,3-b]pyridin-4-yl]-2,6-diazaspiro[3.3]heptan-2-yl}methanone